BrC=1C=C(SC1Br)S(=O)(=O)Cl 4,5-dibromothiophene-2-sulfonyl chloride